tert-butyl (S)-2-((((9H-fluoren-9-yl)methoxy)carbonyl)amino)-3-(6-(2-acetamidoethoxy)pyridin-3-yl)propanoate C1=CC=CC=2C3=CC=CC=C3C(C12)COC(=O)N[C@H](C(=O)OC(C)(C)C)CC=1C=NC(=CC1)OCCNC(C)=O